2,5-diamino-1-(2-hydroxyethyl)benzene NC1=C(C=C(C=C1)N)CCO